N-(3-((5-(4-(aminomethyl)-4-methylpiperidin-1-yl)-6-oxo-1,6-dihydropyrazin-2-yl)thio)-2-chlorophenyl)-2-hydroxy-4-oxo-6,7,8,9-tetrahydro-4H-pyrido[1,2-a]pyrimidine-3-carboxamide NCC1(CCN(CC1)C1=NC=C(NC1=O)SC=1C(=C(C=CC1)NC(=O)C1=C(N=C2N(C1=O)CCCC2)O)Cl)C